4-trifluoromethyladamantan-1-amine 2-(1-hydroxypentyl)benzoate OC(CCCC)C1=C(C(=O)O)C=CC=C1.FC(C1C2CC3(CC(CC1C3)C2)N)(F)F